O1C(=NC2=C1C=CC=C2)C2=CC=C(C=C2)NC2=CC=C(C=C2)C=2OC1=C(N2)C=CC=C1 bis(4-(benzo[d]oxazol-2-yl)phenyl)amine